C(\C=C\C(=O)[O-])(=O)[O-].C(C)[NH+](CCC)CCC1=CNC2=CC=CC=C12.C(C)[NH+](CCC)CCC1=CNC2=CC=CC=C12 bis(ethyl[2-(1H-indol-3-yl)ethyl]propylazanium) (2E)-but-2-enedioate